(2-chloro-3-fluorophenyl)-N-[6-(3-fluorophenylamino)pyridazin-4-yl]acetamide ClC1=C(C=CC=C1F)CC(=O)NC1=CN=NC(=C1)NC1=CC(=CC=C1)F